N-(5-((6-((R)-3-(3-chloro-2-fluorophenyl)-isoxazolidine-2-yl)pyrimidine-4-yl)amino)-2-(4-((R)-4-cyclopropyl-2-methylpiperazine-1-yl)piperidine-1-yl)-4-methoxyphenyl)acrylamide ClC=1C(=C(C=CC1)[C@@H]1N(OCC1)C1=CC(=NC=N1)NC=1C(=CC(=C(C1)NC(C=C)=O)N1CCC(CC1)N1[C@@H](CN(CC1)C1CC1)C)OC)F